(S)-3-(2-(2-((tert-butoxycarbonyl) amino) thiazol-4-yl)-2-oxoacetylamino)-2,2-dimethyl-4-oxoazetidin-1-yl hydrogensulfate S(=O)(=O)(O)ON1C([C@@H](C1=O)NC(C(=O)C=1N=C(SC1)NC(=O)OC(C)(C)C)=O)(C)C